BrC1=CC=2N(C3=CC=CC=C3C2C=C1)CCCCOC1=NC=NC2=CC=CC=C12 2-Bromo-9-(4-(quinazolin-4-yloxy)butyl)-9H-carbazole